O1CCN(CC1)C(=O)C1=CC=2C(=NC=CC2)N1S(=O)(=O)C1=CC=CC=C1 morpholino(1-(phenylsulfonyl)-1H-pyrrolo[2,3-b]pyridin-2-yl)methanone